CN(C(CNC1CCN(CC1)C1=NC=C(C=N1)C(F)(F)F)=O)[C@@H]1CCC=2C1=NNC(C2C(F)(F)F)=O |r| rac-N-methyl-N-(3-oxo-4-(trifluoromethyl)-3,5,6,7-tetrahydro-2H-cyclopenta[c]pyridazin-7-yl)-2-((1-(5-(trifluoromethyl)pyrimidin-2-yl)piperidin-4-yl)amino)acetamide